methyl 3-[7-(difluoromethyl)-3,4-dihydro-2H-quinolin-1-yl]-1-(oxan-4-yl)pyrazolo[4,3-b]pyridine-5-carboxylate FC(C1=CC=C2CCCN(C2=C1)C1=NN(C=2C1=NC(=CC2)C(=O)OC)C2CCOCC2)F